(1R)-1-[3-(2-methoxy-4-pyridyl)-1,2,4-oxadiazol-5-yl]ethanamine COC1=NC=CC(=C1)C1=NOC(=N1)[C@@H](C)N